N.[Mg].[Li] lithium magnesium azane